methyl 3-(3-(3-fluoro-4-methyl-5-(7-methylimidazo[1,2-a]pyridine-3-carboxamido)phenyl)-1,2,4-oxadiazol-5-yl)azetidine-1-carboxylate FC=1C=C(C=C(C1C)NC(=O)C1=CN=C2N1C=CC(=C2)C)C2=NOC(=N2)C2CN(C2)C(=O)OC